C(CCC)NC1=C2N=C(N(C2=NC=N1)COCC[Si](C)(C)C)I N-butyl-8-iodo-9-(2-trimethylsilylethoxymethyl)purin-6-amine